6'-O-β-galactosyllactose [C@@H]1([C@H](O)[C@@H](O)[C@@H](O)[C@H](O1)CO)OC[C@@H]1[C@@H]([C@@H]([C@H]([C@H](O[C@H]2[C@@H]([C@H](C(O)O[C@@H]2CO)O)O)O1)O)O)O